fluoro-2,5-dimethyl-4-propenyl-1,1'-biphenyl FC=1C(=C(C=C(C1C=CC)C)C1=CC=CC=C1)C